OC1=CC=C(C=C1)S(=O)(=O)O.C(CCC)N(CCCC)CCCC tributylamine 4-hydroxybenzenesulfonate salt